(Z)-3,4,4-trifluoro-4-(phenylsulfonyl)but-2-en-1-amine F\C(=C/CN)\C(S(=O)(=O)C1=CC=CC=C1)(F)F